C(C=C)(=O)N1CCN(CC1)C1=CC(=NC=2CN(CCC12)C1=CC=CC2=CC=CC(=C12)C)C(=O)N[C@H](CN(C)C)CO |r| rac-4-(4-acryloylpiperazin-1-yl)-N-(1-(dimethylamino)-3-hydroxypropan-2-yl)-7-(8-methylnaphthalen-1-yl)-5,6,7,8-tetrahydro-1,7-naphthyridine-2-carboxamide